FC(COC(C(=O)N(CC1=NC=CC=N1)CC1=NC=C(C=C1)C#N)=O)(F)F.C(#N)C=1C=CC(=NC1)CN(C(C(=O)N)=O)CC1=NC=CC=N1 N1-((5-cyanopyridin-2-yl)methyl)-N1-(pyrimidin-2-ylmethyl)oxalamide 2,2,2-Trifluoroethyl-2-[(5-cyano-2-pyridyl)methyl-(pyrimidin-2-ylmethyl)amino]-2-oxo-acetate